4,4'-bis(ethoxymethyl)biphenyl C(C)OCC1=CC=C(C=C1)C1=CC=C(C=C1)COCC